OC(C)(C)C=1N=CC(=NC1)N1C(O[C@]2(C1)C[C@@](C(CC2)=C)(C)CN2C=NC1=C2C=C(C=C1)C#N)=O |r| rac-1-(((5S,7R)-3-(5-(2-hydroxypropan-2-yl)pyrazin-2-yl)-7-methyl-8-methylene-2-oxo-1-oxa-3-azaspiro[4.5]decan-7-yl)methyl)-1H-benzo[d]imidazole-6-carbonitrile